C(C)(=O)N1CCC(CC1)C=1OC2=C(C(C1)=O)C=C(C=1N(C(=NC12)C(F)(F)F)C)Cl 8-(1-acetylpiperidin-4-yl)-4-chloro-3-methyl-2-(trifluoromethyl)chromeno[7,8-d]imidazol-6(3H)-one